N-[(cis)-2-hydroxycyclohexyl]-3-oxo-2-(pyridin-3-yl)-6-[4-(trifluoromethoxy)phenyl]-2,3-dihydropyridazine-4-carboxamide O[C@@H]1[C@@H](CCCC1)NC(=O)C=1C(N(N=C(C1)C1=CC=C(C=C1)OC(F)(F)F)C=1C=NC=CC1)=O